(S)-2-((4-(3-((4-cyano-2-fluorobenzyl)oxy)-4-(difluoromethyl)-1H-pyrazol-1-yl)piperidin-1-yl)methyl)-1-(oxetan-2-ylmethyl)-1H-benzo[d]imidazole-6-carboxylic acid C(#N)C1=CC(=C(COC2=NN(C=C2C(F)F)C2CCN(CC2)CC2=NC3=C(N2C[C@H]2OCC2)C=C(C=C3)C(=O)O)C=C1)F